C(C)(C)(C)OC(=O)N(C1=CC2=CN(N=C2C=C1C(=O)OC)C1CCC(CC1)CO)C Methyl 5-[tert-butoxycarbonyl(methyl)amino]-2-[4-(hydroxymethyl)cyclohexyl]indazole-6-carboxylate